2-(3-oxopiperazin-1-yl)ethyl ((3S,5R,8R,9S,10S,13R,14S,17R)-14-hydroxy-10,13-dimethyl-17-(5-oxo-2,5-dihydrofuran-3-yl)hexadecahydro-1H-cyclopenta[a]phenanthren-3-yl)carbamate O[C@]12[C@@H]3CC[C@@H]4C[C@H](CC[C@@]4([C@H]3CC[C@@]2([C@H](CC1)C=1COC(C1)=O)C)C)NC(OCCN1CC(NCC1)=O)=O